4-[2-[2-(1-Methyl-4-phenyl-imidazol-2-yl)ethynyl]-5,6,7,8-tetrahydropyrido[3,4-d]pyrimidin-4-yl]morpholine CN1C(=NC(=C1)C1=CC=CC=C1)C#CC=1N=C(C2=C(N1)CNCC2)N2CCOCC2